ClC1=NC=C(C(=C1)C1=C(C=NC(=C1)C)C(=O)NC=1SC2=C(N1)CN(C2)C(C2=CN=C(C=C2Cl)OC)=O)OC 2'-chloro-N-(5-(4-chloro-6-methoxynicotinoyl)-5,6-dihydro-4H-pyrrolo[3,4-d]thiazol-2-yl)-5'-methoxy-6-methyl-[4,4'-bipyridine]-3-carboxamide